1-(5-Iodopyridin-2-yl)guanidine 2,2,2-trifluoroacetate FC(C(=O)O)(F)F.IC=1C=CC(=NC1)NC(=N)N